CC1=C(C=CC(=C1CC)OC(C)C)O 2-Methyl-3-ethyl-4-isopropoxy-phenol